N-(3-(2-amino-1-hydroxyethyl)-4-fluorophenyl)-4-cyclopropyl-2-(4-fluoro-2-methylphenoxy)-5-(trifluoromethyl)benzamide NCC(O)C=1C=C(C=CC1F)NC(C1=C(C=C(C(=C1)C(F)(F)F)C1CC1)OC1=C(C=C(C=C1)F)C)=O